IC=1C(=CC(=C(OC=2C(=NC(=NC2)N)N)C1)C(C)C)OCC1N(CCCC1)C 5-[5-Iodo-2-isopropyl-4-(1-methyl-piperidin-2-ylmethoxy)-phenoxy]-pyrimidine-2,4-diamine